C(CCC)OC1=CC=2N(C(=N1)NC(OC(C)(C)C)=O)N=CC2C=O tert-butyl (5-butoxy-3-formylpyrazolo[1,5-c]pyrimidin-7-yl)carbamate